FC1=NC(=C2N=CN(C2=N1)C1OCCCC1)NC1=CC=C(C=C1)OC 2-fluoro-6-(4-methoxyanilino)-9-(tetrahydro-2H-pyran-2-yl)-9H-purine